C(C)OC(=O)N1C(C=NC(=C1)Cl)Cl 3,6-dichloropyrazine-4-carboxylic acid ethyl ester